2-methyl-N-((S)-tetrahydrofuran-3-yl)piperidin-4-amine CC1NCCC(C1)N[C@@H]1COCC1